2-cyano-N-[(1s,4s)-4-{[2-(trifluoromethyl)imidazo[1,2-a]pyridin-5-yl]amino}cyclohexyl]benzamide C(#N)C1=C(C(=O)NC2CCC(CC2)NC2=CC=CC=3N2C=C(N3)C(F)(F)F)C=CC=C1